C(C)(C)(C)OC(=O)N1CCC(=CC1)C=1C=C2C(=CNC2=CC1)C(=O)OC methyl 5-(1-(tert-butoxycarbonyl)-1,2,3,6-tetrahydropyridin-4-yl)-1H-indole-3-carboxylate